P(=O)(OCCCCCCCC)(OOCCCCCCCC)[O-] n-octyl n-octoxy phosphate